3-(4-(10-hydroxydec-1-yn-1-yl)-3-methyl-2-oxo-2,3-dihydro-1H-benzo[d]imidazol-1-yl)piperidine-2,6-dione OCCCCCCCCC#CC1=CC=CC=2N(C(N(C21)C)=O)C2C(NC(CC2)=O)=O